OCC[C@@H]1CN(C(O1)=O)C=1C=CC=2OCC(NC2N1)=O |r| racemic-6-[5-(2-hydroxyethyl)-2-oxo-1,3-oxazolidin-3-yl]-4H-pyrido[3,2-b][1,4]oxazin-3-one